p-guanidino-benzene N(C(=N)N)C1=CC=CC=C1